1-fluoro-2-(fluoromethoxy)ethane FCCOCF